N1CC(=CC1)C=1C=C(SC1)C=1C=NC2=CC=C(C=C2C1)C=1N=CNC1C1=NC(=CC=C1)C 3-[4-(2,5-dihydro-1H-pyrrol-3-yl)-2-thienyl]-6-[5-(6-methyl-2-pyridyl)-1H-imidazol-4-yl]quinoline